FC1=CC=C(C=C1)C1=NN(C=C1C1=C2N=C(NC2=NC=N1)C1=CC=CC=C1)C1S(CCC1)(=O)=O [3-(4-fluorophenyl)-4-(8-phenyl-9H-purin-6-yl)-1H-pyrazol-1-yl]-1λ6-thiolane-1,1-dione